BrC=1C=C2C=NC(=NC2=CC1)N1C(COCC1)(C)C 4-(6-Bromoquinazolin-2-yl)-3,3-dimethylmorpholine